6-tert-butyl-N-[[6-[[1-(4-tert-butyl-2-pyridyl)-3-[(3R)-3-piperidyl]propyl]amino]-2-pyridyl]sulfonyl]-2-fluoro-pyridine-3-carboxamide C(C)(C)(C)C1=CC=C(C(=N1)F)C(=O)NS(=O)(=O)C1=NC(=CC=C1)NC(CC[C@@H]1CNCCC1)C1=NC=CC(=C1)C(C)(C)C